octadecadiene-14-carboxylic acid methyl ester COC(=O)C(CCCCCCCCCC=CC=C)CCCC